BrC=1N(C=C(N1)[N+](=O)[O-])C[C@@]1(OC1)C (S)-2-bromo-1-({2-methyloxiran-2-yl}methyl)-4-nitro-1H-imidazole